4-fluorophenethyl-ammonium FC1=CC=C(CC[NH3+])C=C1